methyl 4-(4,4,5,5-tetramethyl-1,3,2-dioxaborolan-2-yl)-3-(trifluoromethyl)benzoate CC1(OB(OC1(C)C)C1=C(C=C(C(=O)OC)C=C1)C(F)(F)F)C